1-(3-chloro-2-fluorobenzyl)-4-((3-fluoro-6-(thiazol-2-ylamino)pyridin-2-yl)methyl)-2-propylpiperidine-4-carboxylic acid ClC=1C(=C(CN2C(CC(CC2)(C(=O)O)CC2=NC(=CC=C2F)NC=2SC=CN2)CCC)C=CC1)F